C(#N)C1=CC=C2C(=CC=NC2=C1)COC1=CC=CC(=N1)C1CCN(CC1)CC1=NC2=C(N1C[C@H]1OCC1)C=C(C=C2)C(=O)O (S)-2-((4-(6-((7-cyanoquinolin-4-yl)methoxy)pyridin-2-yl)piperidin-1-yl)methyl)-1-((oxetan-2-yl)methyl)-1H-benzo[d]imidazole-6-carboxylic acid